Bis-(isocyanatomethyl)norbornan N(=C=O)CC1C2(CCC(C1)C2)CN=C=O